O1B(OCC1)C1=CC=2C(C3=CC(=CC=C3C2C=C1)B1OCCO1)(CCCCCCCC)CCCCCCCC 2,7-bis(1,3,2-dioxaborolan-2-yl)-9,9-dioctylfluorene